(8R)-ethyl-4-methyl-2-(2,3,5-trichlorophenyl)-4,5,7,8-tetrahydro-1H-imidazo[2,1-i]purin-5-one C(C)N1C(=NC=2N(C(N3C(C12)=NCC3)=O)C)C3=C(C(=CC(=C3)Cl)Cl)Cl